1-((1-acetyl-3,3-difluoropiperidin-4-yl)methyl)-4-chloro-N-(3-methyl-5-(phenylethynyl)pyridin-2-yl)-1H-pyrazole-5-carboxamide C(C)(=O)N1CC(C(CC1)CN1N=CC(=C1C(=O)NC1=NC=C(C=C1C)C#CC1=CC=CC=C1)Cl)(F)F